COC1=CC=C(C=C1)N1N=C(N=C1)C(=O)N(C=1C=C(C=CC1)C)C 1-(4-methoxyphenyl)-N-methyl-N-(m-tolyl)-1H-1,2,4-triazole-3-carboxamide